N-((3S,4S)-3-((8-((cyclopentylmeth-yl)amino)-6-(2,6-dichloro-3,5-dimeth-oxyphenyl)pyrido[3,4-d]pyrimidin-2-yl)amino)tetrahydro-2H-pyran-4-yl)acrylamide C1(CCCC1)CNC1=NC(=CC2=C1N=C(N=C2)N[C@@H]2COCC[C@@H]2NC(C=C)=O)C2=C(C(=CC(=C2Cl)OC)OC)Cl